4-(1-(m-tolyl)-1H-1,2,3-triazol-4-yl)benzaldehyde C1(=CC(=CC=C1)N1N=NC(=C1)C1=CC=C(C=O)C=C1)C